5-[(2,5-dichloro-pyrimidin-4-yl)amino]-3-(3-hydroxy-4-methoxy-3-methyl-butyl)-1-methyl-benzimidazol-2-one ClC1=NC=C(C(=N1)NC1=CC2=C(N(C(N2CCC(COC)(C)O)=O)C)C=C1)Cl